CC=1C=C(\C=N\NC2=C3N=CN(C3=NC(=N2)N2CCOCC2)C2=CC(=CC=C2)OC(F)(F)F)C=CC1 (E)-4-(6-(2-(3-methylbenzylidene)hydrazinyl)-9-(3-(trifluoromethoxy)phenyl)-9H-purin-2-yl)morpholine